2-{[3-({2-[(2,4-dichlorophenoxy)methyl]-1,3-oxazol-5-yl}methyl)azetidin-1-yl]methyl}-1-{[(2S)-oxetan-2-yl]methyl}-1H-1,3-benzodiazole-6-carboxylic acid ClC1=C(OCC=2OC(=CN2)CC2CN(C2)CC2=NC3=C(N2C[C@H]2OCC2)C=C(C=C3)C(=O)O)C=CC(=C1)Cl